FC=1C=CC(=NC1)C(OC1=CC(N(C=C1)C=1C=CC=2C3=C(N(C2C1)C([2H])([2H])[2H])C(CNC3)([2H])[2H])=O)([2H])[2H] 4-((5-fluoropyridin-2-yl)methoxy-d2)-1-(5-(methyl-d3)-2,3,4,5-tetrahydro-1H-pyrido[4,3-b]indol-7-yl-4,4-d2)pyridin-2(1H)-one